Cl.Cl.C=C ethylene dihydrochloride